O1CCCC2=CC(=CC=C12)O 3,4-dihydro-2H-chromen-6-ol